4-((2,5-dimethyl-4,5-dihydro-2H-pyrazolo[4,3-c]quinolin-6-yl)amino)-6-((2,6-dimethylpyrimidin-4-yl)amino)-N-(methyl-d3)nicotinamide CN1N=C2C(CN(C=3C(=CC=CC23)NC2=CC(=NC=C2C(=O)NC([2H])([2H])[2H])NC2=NC(=NC(=C2)C)C)C)=C1